(S)-2-((4-(6-((1-methyl-1H-benzo[d]imidazol-5-yl)methoxy)pyridin-2-yl)piperidin-1-yl)methyl)-1-(oxetan-2-ylmethyl)-1H-benzo[d]imidazole-6-carboxylic acid CN1C=NC2=C1C=CC(=C2)COC2=CC=CC(=N2)C2CCN(CC2)CC2=NC1=C(N2C[C@H]2OCC2)C=C(C=C1)C(=O)O